FC(C(=O)N[C@H]1[C@@H](N(CC1)C=1C=C2C=NN(C2=CC1)C1=CC=NC=C1)C1=CC=CC=C1)(C)F 2,2-difluoro-N-(trans-2-phenyl-1-(1-(pyridin-4-yl)-1H-indazol-5-yl)pyrrolidin-3-yl)propanamide